FC(OC1=CC=C(CC2=NC3=C(N2C(C)C)C=C(C=C3)NC(CC3=CC=C(C=C3)S(=O)(=O)CC)=O)C=C1)F N-(2-(4-(difluoromethoxy)benzyl)-1-isopropyl-1H-benzo[d]imidazol-6-yl)-2-(4-(ethylsulfonyl)phenyl)acetamide